trans-Benzyl N-[(6S)-2-(3-[[(tert-butoxy)carbonyl](methyl)amino]-4-(methoxymethyl)pyrrolidin-1-yl)-5,6,7,8-tetrahydroquinolin-6-yl]carbamate C(C)(C)(C)OC(=O)N([C@@H]1CN(C[C@H]1COC)C1=NC=2CC[C@@H](CC2C=C1)NC(OCC1=CC=CC=C1)=O)C